(S)-4-(((S)-3-fluoro-2-methoxypropyl)(4-(5,6,7,8-tetrahydro-1,8-naphthyridin-2-yl)butyl)amino)-2-(1-(6-(trifluoromethoxy)pyridin-2-yl)cyclopropane-1-carboxamido)butanoic acid FC[C@H](CN(CC[C@@H](C(=O)O)NC(=O)C1(CC1)C1=NC(=CC=C1)OC(F)(F)F)CCCCC1=NC=2NCCCC2C=C1)OC